choline Acetylcholine iodide [I-].C(C)(=O)OCC[N+](C)(C)C.OCC[N+](C)(C)C.[I-]